3-[3-(4-piperidinyl)-1-piperidinyl]cyclobutanecarboxylic acid methyl ester dihydrochloride Cl.Cl.COC(=O)C1CC(C1)N1CC(CCC1)C1CCNCC1